C(C=CC=CCCCCC)=O decdienal